aminoglutaramide NC(C(=O)N)CCC(=O)N